FC1=C(C(=CC=C1)F)C1=CN=C2N1N=CC(=C2)C(=O)OC methyl 3-(2,6-difluorophenyl)imidazo[1,2-b]pyridazine-7-carboxylate